di(gamma-triethoxysilylpropyl)amine C(C)O[Si](CCCNCCC[Si](OCC)(OCC)OCC)(OCC)OCC